C(C)(C)(C)[Si](C)(C)OC[C@@H]1OC=2C=CC3=C(C=CO3)C2OC1 (R)-tert-butyl-((2,3-dihydro-[1,4]dioxino[2,3-e]benzofuran-3-yl)methoxy)dimethylsilane